N-(3-((4-methylpiperazin-1-yl)methyl)-5-(trifluoromethyl)phenyl)-6-(pyrimidin-5-ylmethyl)-4,5,6,7-tetrahydrothieno[2,3-c]pyridine-3-carboxamide CN1CCN(CC1)CC=1C=C(C=C(C1)C(F)(F)F)NC(=O)C1=CSC=2CN(CCC21)CC=2C=NC=NC2